COC1=C(CN(S(=O)(=O)C2=C(C=C(C=C2F)N2C[C@@](CCC2)(CCC2=CC(=CC=C2)C(F)(F)F)N(C)C)F)C2=NC=CC=N2)C=CC(=C1)OC (S)-N-(2,4-dimethoxybenzyl)-4-(3-(dimethylamino)-3-(3-(trifluoromethyl)phenethyl)piperidin-1-yl)-2,6-difluoro-N-(pyrimidin-2-yl)benzenesulfonamide